CC1(OB(OC1(C)C)/C(=C/C(=O)OCC)/C)C ethyl (2Z)-3-(4,4,5,5-tetramethyl-1,3,2-dioxaborolan-2-yl)but-2-enoate